1-oxaspiro(4.5)decan-8-ol O1CCCC12CCC(CC2)O